Ethyl 7-((7-methoxy-6-methyl-5,5-dioxido-6,11-dihydrodibenzo[c,f][1,2]thiazepin-11-yl)amino)heptanoate COC1=CC=CC2=C1N(S(C1=C(C2NCCCCCCC(=O)OCC)C=CC=C1)(=O)=O)C